5-fluoro-7-iodo-1-((2-(trimethylsilyl)ethoxy)methyl)-1H-indazol-6-ol FC=1C=C2C=NN(C2=C(C1O)I)COCC[Si](C)(C)C